BrC=1C=C(C2=C([C@H](C(O2)(C)C)C2=CC=CC=C2)C1)N |r| (±)-5-Bromo-2,2-dimethyl-3-phenyl-2,3-dihydrobenzofuran-7-amine